C1(CC1)C=1N=CC=2N(C1[C@@H](O)C=1N=NN(C1C)C1=C(C=C(C(=C1)F)OC)F)C=NC2 |r| rac-(6-cyclopropyl-imidazo[1,5-a]pyrazin-5-yl)-[1-(2,5-difluoro-4-methoxy-phenyl)-5-methyl-1H-[1,2,3]triazol-4-yl]-methanol